[3-[(Z)-1-chloro-2-(3-chlorophenyl)vinyl]-6,8-dihydro-5H-[1,2,4]triazolo[4,3-a]pyrazin-7-yl]-morpholino-methanone Cl\C(=C/C1=CC(=CC=C1)Cl)\C1=NN=C2N1CCN(C2)C(=O)N2CCOCC2